C1(CC1)C1=NC=NC(=C1C=1N=C(C=2C(N1)=CN(N2)C)OCC2=CC=C(C=C2)C=2N(C=C(N2)C(F)(F)F)C)OC([2H])([2H])[2H] 5-[4-cyclopropyl-6-(trideuteriomethoxy)pyrimidin-5-yl]-2-methyl-7-[[4-[1-methyl-4-(trifluoromethyl)imidazol-2-yl]phenyl]methoxy]pyrazolo[4,3-d]pyrimidine